NC1CN(CCC1)C1=C2C(=NC=C1)N(C(=N2)C2=C(C=C(C#N)C=C2)OC)C2=C(C=C(C=C2)N2CC(CC2)OC)F 4-(7-(3-Aminopiperidin-1-yl)-3-(2-fluoro-4-(3-methoxypyrrolidin-1-yl)phenyl)-3H-imidazo[4,5-b]pyridin-2-yl)-3-methoxybenzonitrile